N1=C(C=CC=C1)N[C@@H](C)C(=O)O pyridyl-alanine